C[Si](C)(C)C[N+]=1NN=C2C1C=CC=C2 [(trimethylsilyl)methyl]benzotriazolium